N-(1-(3-chloro-phenyl)-2-hydroxy-ethyl)-1-(2-((2,2-difluoro-benzo[d][1,3]dioxol-5-yl)amino)-pyrimidin-4-yl)-1H-pyrrole-3-carboxamide ClC=1C=C(C=CC1)C(CO)NC(=O)C1=CN(C=C1)C1=NC(=NC=C1)NC1=CC2=C(OC(O2)(F)F)C=C1